FC1=C(C(=O)N[C@H](C)C=2C=NC(=NC2)C(F)(F)F)C=C(C=C1C=1SC(=CN1)C)OC[C@@H]1OCCC1 2-fluoro-3-(5-methylthiazol-2-yl)-5-(((R)-tetrahydrofuran-2-yl)methoxy)-N-((R)-1-(2-(trifluoromethyl)pyrimidin-5-yl)ethyl)benzamide